3',4'-dihydro-[1,1'-binaphthyl]-2,8'-diol C=1(C(=CC=C2C=CC=CC12)O)C1=CCCC2=CC=CC(=C12)O